2-hydroxysebacate OC(C(=O)[O-])CCCCCCCC(=O)[O-]